ICC(=O)NC1=C(C=CC=C1)C(C[N+](=O)[O-])C1=C(NC2=CC=CC=C12)C1=CC=CC=C1 2-iodo-N-(2-(2-nitro-1-(2-phenyl-1H-indol-3-yl)ethyl)phenyl)acetamide